CSC=1N=COC1C(=O)O 4-(methylthio)oxazole-5-carboxylic acid